FC=1C2=C(C(=NC1)C)CC(C2)CN2CCC1(CN(C(O1)=O)C1=NC3=C(OCC(N3)=O)N=C1)CC2 6-[8-[(4-Fluoro-1-methyl-6,7-dihydro-5H-cyclopenta[c]pyridin-6-yl)methyl]-2-oxo-1-oxa-3,8-diazaspiro[4.5]decan-3-yl]-4H-pyrazino[2,3-b][1,4]oxazin-3-one